C(#N)C1=CC=C(C=C1)NC(=O)NC1=C(C=CC=2N1C=NC2)C2=C(C=CC=C2)F 1-(4-cyanophenyl)-3-(6-(2-fluorophenyl)imidazo[1,5-a]pyridin-5-yl)urea